2,2,2-trifluoroethylamine hydrochloride Cl.FC(CN)(F)F